C(#N)CC(=C(CC#N)C#N)C#N 1,4-dicyano-2,3-dicyano-2-butene